(1S,3aS,6aR)-N-((S)-1-cyano-2-((R)-2-oxopiperidin-3-yl)ethyl)-2-(4-(difluoromethyl)-6-fluoro-1H-indole-2-carbonyl)-5,5-difluorooctahydrocyclopenta[c]pyrrole-1-carboxamide C(#N)[C@H](C[C@@H]1C(NCCC1)=O)NC(=O)[C@H]1N(C[C@@H]2[C@H]1CC(C2)(F)F)C(=O)C=2NC1=CC(=CC(=C1C2)C(F)F)F